3-((2-chlorothiazol-5-yl)methoxy)-2-(4-methoxyphenyl)-4H-chromen-4-one ClC=1SC(=CN1)COC1=C(OC2=CC=CC=C2C1=O)C1=CC=C(C=C1)OC